2-chloro-N-(3-((6-morpholinopyrimidin-4-yl)oxy)phenyl)acetamide ClCC(=O)NC1=CC(=CC=C1)OC1=NC=NC(=C1)N1CCOCC1